C(C)O[Si](CC=C)(OCC)OCC 3-(triethoxysilyl)-1-propene